CC1=NC=2C=CC=C(C2C=C1)S(=O)(=O)C1OCC12COC(C2)C(=O)N (2-methylquinoline-5-sulfonyl)-2,6-dioxaspiro[3.4]octane-7-carboxamide